6-(3-Aminoazetidin-1-yl)-N-[3-chloro-4-(cyclopropylmethoxy)-2-fluoro-phenyl]pyrido[3,2-d]pyrimidin-4-amine NC1CN(C1)C=1C=CC=2N=CN=C(C2N1)NC1=C(C(=C(C=C1)OCC1CC1)Cl)F